N-((9-ethyl-6-methoxy-9H-carbazol-3-yl)methyl)-1-methyl-1H-benzo[d]imidazol-2-amine C(C)N1C2=CC=C(C=C2C=2C=C(C=CC12)CNC1=NC2=C(N1C)C=CC=C2)OC